2-({[3-chloro-1-(2,6-difluorophenyl)-6-methyl-2-oxo-1,2-dihydropyridin-4-yl]oxy}methyl)-5-fluorobenzylcarbamic acid cyclopropylmethyl ester C1(CC1)COC(NCC1=C(C=CC(=C1)F)COC1=C(C(N(C(=C1)C)C1=C(C=CC=C1F)F)=O)Cl)=O